C[C@H]1[C@H]([C@H]([C@@H]([C@@H](O1)O[C@@H]2[C@H]([C@H]([C@H](O[C@H]2O[C@@H]3[C@H](O[C@H]([C@@H]([C@H]3O)NC(=O)C)O[C@H]4[C@H]([C@H](O[C@H]([C@@H]4O)O[C@@H]5[C@H](O[C@H]([C@@H]([C@H]5O)NC(=O)C)O[C@H]6[C@H]([C@H](O[C@H]([C@@H]6O)O[C@@H]7[C@H](O[C@H]([C@@H]([C@H]7O)NC(=O)C)O)CO)CO)O)CO)CO)O)CO)CO)O)O)O)O)O The molecule is a linear heptasaccharide derivative comprising a fucose residue linked alpha(1->2) to a chain of three beta(1->3)-linked galactosyl-(1->4)-N-acetylglucosamine units. It has a role as an epitope. It is a heptasaccharide derivative and a glucosamine oligosaccharide.